C1(CCC1)C1=NC=C(C=C1)[N+](=O)[O-] 2-cyclobutyl-5-nitro-pyridine